ClC1=CC=C(CNC(=O)NC=2C=NN(C2C)C2=CC=NC=C2)C=C1 1-(4-chlorobenzyl)-3-(5-methyl-1-(pyridin-4-yl)-1H-pyrazol-4-yl)urea